9,10-dichloro-2-phenylbenzo[lmn]benzimidazo[2,1-b][3,8]phenanthroline-1,3,6(2H)-trione ClC=1C(=CC2=C(C1)N1C(C=3C=4C=5C(C(N(C(C5C=CC4C1=O)=O)C1=CC=CC=C1)=O)=CC3)=N2)Cl